N-(3-((4-((3-chloro-4-cyanophenyl)amino)-7-methoxyquinazolin-6-yl)oxy)cyclobutyl)acrylamide ClC=1C=C(C=CC1C#N)NC1=NC=NC2=CC(=C(C=C12)OC1CC(C1)NC(C=C)=O)OC